5-(5-Fluoro-2-methylphenyl)-1,3,3,7-tetramethyloctahydrobenzo[c]isoxazol FC=1C=CC(=C(C1)C1CC2C(N(OC2(C)C)C)C(C1)C)C